((5-amino-6-fluoro-1H-pyrrolo[3,2-b]pyridin-2-yl)methyl)-4-chloro-1'-(4-fluorobenzyl)spiro[isoindoline-1,3'-pyrrolidine]-2',3-dione NC1=C(C=C2C(=N1)C=C(N2)CC2C1(C(N(C2)CC2=CC=C(C=C2)F)=O)NC(C2=C(C=CC=C21)Cl)=O)F